N12CCN(C(CC1)CC2)C(=O)N2N=C(C1=C2CCOC1)C1=CC=C(C=C1)F 1,4-diazabicyclo[3.2.2]nonan-4-yl-[3-(4-fluorophenyl)-6,7-dihydro-4H-pyrano[4,3-c]pyrazol-1-yl]methanone